perfluoro-2-ethoxyethane zinc [Zn].FC(C(OC(C(F)(F)F)(F)F)(F)F)(F)F